C(C)C(/C=C(/C=O)\C)CCCC (E)-4-ethyl-2-methylocta-2-enal